tri-[2,4-di-tert-butylphenyl] phosphite P(OC1=C(C=C(C=C1)C(C)(C)C)C(C)(C)C)(OC1=C(C=C(C=C1)C(C)(C)C)C(C)(C)C)OC1=C(C=C(C=C1)C(C)(C)C)C(C)(C)C